tert-butyl-3-[7-(2-methoxy-4,6-dimethyl-phenyl)-1,8-naphthyridin-2-yl]piperazine C(C)(C)(C)N1CC(NCC1)C1=NC2=NC(=CC=C2C=C1)C1=C(C=C(C=C1C)C)OC